1-(4-(1,3-dioxoisoindolin-2-yl)butyl)-2,3,3-trimethyl-3H-indol-1-ium O=C1N(C(C2=CC=CC=C12)=O)CCCC[N+]1=C(C(C2=CC=CC=C12)(C)C)C